2,2'-((2,2-dimethylpropane-1,3-diyl)bis(oxy))bis(8,8-dimethyl-1-oxaspiro[4.5]decane) CC(COC1OC2(CC1)CCC(CC2)(C)C)(COC2OC1(CC2)CCC(CC1)(C)C)C